n-octadecanoic acid, methyl ester C(CCCCCCCCCCCCCCCCC)(=O)OC